3-Amino-5-chloro-4-(7-fluoro-1H-indazol-4-yl)-7-methyl-1H-quinolin-2-one NC=1C(NC2=CC(=CC(=C2C1C1=C2C=NNC2=C(C=C1)F)Cl)C)=O